6-(3-isopropyl-5-(1-(tetrahydro-2H-pyran-4-yl)piperidin-4-yl)-1H-indol-2-yl)-8-methoxy-[1,2,4]triazolo[4,3-a]pyridine C(C)(C)C1=C(NC2=CC=C(C=C12)C1CCN(CC1)C1CCOCC1)C=1C=C(C=2N(C1)C=NN2)OC